1-{2-[(tert-butyldimethylsilyl)oxy]-2-methylpropyl}-1H-imidazole [Si](C)(C)(C(C)(C)C)OC(CN1C=NC=C1)(C)C